COC(C1=CC(=NC=C1OC)/N=C/N(C)C)=O.ClC1=C(C=C(OCC(=O)NC23CC(C2)(C3)NC(COC3=CC(=NC=C3)C#N)=O)C=C1)F 2-(4-chloro-3-fluorophenoxy)-N-(3-{2-[(2-cyanopyridin-4-yl)oxy]acetamido}bicyclo[1.1.1]pentan-1-yl)acetamide methyl-(E)-2-(((dimethylamino)methylene)amino)-5-methoxyisonicotinate